(E)-p-(trifluoromethyl)cinnamic acid FC(C1=CC=C(/C=C/C(=O)O)C=C1)(F)F